2-(methylsulfanyl)-4-(prop-2-ylamino)pyrimidine-5-carbaldehyde CSC1=NC=C(C(=N1)NC(C)C)C=O